4-[5-(4-Chlorophenyl)-2-methyl-3-(1-oxopropyl)-1H-pyrrol-1-yl]benzenesulfonamide ClC1=CC=C(C=C1)C1=CC(=C(N1C1=CC=C(C=C1)S(=O)(=O)N)C)C(CC)=O